3-ethylundecane-4,6-dione C(C)C(CC)C(CC(CCCCC)=O)=O